C1(=CC=CC=C1)C1=NC(=CC(=N1)C=1C=C(C=C(C1)N1C2=CC=C(C=C2C=2C=C(C=CC12)C=1C=C(C=CC1)C)C=1C=C(C=CC1)C)N1C2=CC=C(C=C2C=2C=C(C=CC12)C=1C=C(C=CC1)C)C=1C=C(C=CC1)C)C1=CC=CC=C1 9,9'-(5-(2,6-diphenylpyrimidin-4-yl)-1,3-phenylene)bis(3,6-di-m-tolyl-9H-carbazole)